5-(((R)-1-(3-(difluoromethyl)-2-fluorophenyl)ethyl)amino)-3-(3-methoxypyrrolidin-3-yl)-1-methyl-1,8-naphthyridin-2(1H)-one FC(C=1C(=C(C=CC1)[C@@H](C)NC1=C2C=C(C(N(C2=NC=C1)C)=O)C1(CNCC1)OC)F)F